2,2-Dimethylpropanoic acid [(1R,3R)-1-(3-bromo-1H-1,2,4-triazol-5-yl)-3-(3,4-difluorophenyl)-3-hydroxy-propyl] ester BrC1=NNC(=N1)[C@@H](C[C@@H](O)C1=CC(=C(C=C1)F)F)OC(C(C)(C)C)=O